NC(C1=CC(=C(C=C1)OCC1=CC=C(C=C1)Cl)Cl)=NC=1OC(=CC1)[N+](=O)[O-] [[amino-[3-chloro-4-[(4-chlorophenyl)methoxy]phenyl]methylidene]amino]5-nitrofuran